silaindane [SiH2]1CCC2=CC=CC=C12